(S)-2-(1-propenylpiperidin-2-yl)-1-amino-4-(4-((4-methylpyridin-2-yl)carbamoyl)phenyl)-1H-imidazole-5-carboxamide C(=CC)N1[C@@H](CCCC1)C=1N(C(=C(N1)C1=CC=C(C=C1)C(NC1=NC=CC(=C1)C)=O)C(=O)N)N